C(C)C(COCCO)CC 2-(2-ethylbutoxy)ethane-1-ol